4-chloro-5-((4-((2-fluoroethoxy)methyl)benzyl)oxy)-2-phenylpyridazin ClC1=CN(NC=C1OCC1=CC=C(C=C1)COCCF)C1=CC=CC=C1